2-[6,7-dichloro-3-(1-tetrahydropyran-2-ylpyrazol-4-yl)indol-1-yl]acetic acid ClC1=CC=C2C(=CN(C2=C1Cl)CC(=O)O)C=1C=NN(C1)C1OCCCC1